5-bromo-3-((5S,6S)-3-oxo-5,6-diphenyl-3,4,5,6-tetrahydropyrazin-2-yl)-1H-indol BrC=1C=C2C(=CNC2=CC1)C1=N[C@H]([C@@H](NC1=O)C1=CC=CC=C1)C1=CC=CC=C1